(2-methylphenyl)-1H-benzimidazole CC1=C(C=CC=C1)N1C=NC2=C1C=CC=C2